CNC=1C2=C(N=CN1)C=CS2 N-methyl-thieno[3,2-d]Pyrimidin-4-amine